2-(azepan-1-yl)-4-((4-(4-(2-hydroxy-2-methylpropanoyl)piperazin-1-yl)phenyl)amino)pyrimido[4,5-d]pyridazin-5(6H)-one N1(CCCCCC1)C=1N=C(C2=C(C=NNC2=O)N1)NC1=CC=C(C=C1)N1CCN(CC1)C(C(C)(C)O)=O